N-((R)-1-(4-chlorophenyl)-2,2,2-trifluoroethyl)-2-(2,6-dioxopiperidin-3-yl)-4-fluoro-1-oxoisoindoline-5-carboxamide ClC1=CC=C(C=C1)[C@H](C(F)(F)F)NC(=O)C=1C(=C2CN(C(C2=CC1)=O)C1C(NC(CC1)=O)=O)F